O1CCN(CC1)C(=O)C1=CC=C(C=C1)C#C (4-ethynylphenyl) (morpholino) ketone